COC1=CC=C(CN(C2=NC=CC(=C2C)C=2C=C3C=C(N=CC3=C(C2F)Cl)N)CC2=CC=C(C=C2)OC)C=C1 6-(2-(bis(4-methoxybenzyl)amino)-3-methylpyridin-4-yl)-8-chloro-7-fluoroisoquinolin-3-amine